tert-butyl (2R,5S)-4-(2,7-dichloro-8-fluoro-pyrido[4,3-d]pyrimidin-4-yl)-2,5-dimethyl-piperazine-1-carboxylate ClC=1N=C(C2=C(N1)C(=C(N=C2)Cl)F)N2C[C@H](N(C[C@@H]2C)C(=O)OC(C)(C)C)C